2-methylpiperazine-1-carboxylate CC1N(CCNC1)C(=O)[O-]